CC1(C(=[N+](C=2C=CC3=C(C12)C=CC=C3)CCCCS(=O)(=O)[O-])/C=C/C=C/C=C/C=C/3\N(C=1C=CC2=C(C1C3(C)C)C=CC=C2)CCCCS(=O)(=O)[O-])C 4-[(2Z)-2-[(2E,4E,6E)-7-[1,1-dimethyl-3-(4-sulfonatobutyl)benzo[e]indol-3-ium-2-yl]hepta-2,4,6-trienylidene]-1,1-dimethylbenzo[e]indol-3-yl]butane-1-sulfonate